C1(CCCCC1)C1=CC=C(C=C1)C=1NC=2N(C(C1)=O)N=C(C2C(=O)N2[C@H]([C@H](C2)CF)C)C2=NC=CN=C2C 5-(4-cyclohexylphenyl)-3-((2S,3S)-3-(fluoromethyl)-2-methylazetidine-1-carbonyl)-2-(3-methylpyrazin-2-yl)pyrazolo[1,5-a]Pyrimidin-7(4H)-one